C(CCC)[C@H]1OC(C2=CC=CC=C12)=O |r| (R/S)-3-n-butyl-1(3H)-isobenzofuranone